N-(2-((2'-((5-aminopentyl)oxy)-[1,1'-biphenyl]-3-yl)methyl)pyrrolidin-3-yl)ethanesulfonamide dihydrochloride Cl.Cl.NCCCCCOC1=C(C=CC=C1)C1=CC(=CC=C1)CC1NCCC1NS(=O)(=O)CC